C(C1=CC=CC=C1)O[C@]1(C2=NN=C(C=3C(=CC(=C(O[C@@H](CCCC(C1)O)C)N3)C(F)(F)F)NC(OC(C)(C)C)=O)O2)C(F)(F)F tert-butyl N-[(6R,12R)-6-benzyloxy-8-hydroxy-12-methyl-6,15-bis(trifluoromethyl)-13,19-dioxa-3,4,18-triazatricyclo[12.3.1.12,5]nonadeca-1(18),2,4,14,16-pentaen-17-yl]carbamate